C1(CCCC1)C1=C(C=C(C=C1)NC(=O)C1=COC2=C1C=C(C(=C2)C2=NN=NN2)F)F N-(4-Cyclopentyl-3-Fluorophenyl)-5-Fluoro-6-(1H-Tetrazol-5-Yl)Benzofuran-3-Carboxamide